ClC=1C(=CC2=C(NCNS2(=O)=O)C1)S(=O)(=O)N 6-Chloro-3,4-dihydro-2H-1,2,4-benzothiadiazine-7-sulfonamide-1,1-dioxide